3-(difluoromethyl)-5-chloro-1-methyl-1H-pyrazole-4-carbonyl chloride FC(C1=NN(C(=C1C(=O)Cl)Cl)C)F